2-[4-(methyl-m-tolyl-amino)-phenoxy]-pyrido[3,4-d]pyrimidin-4-ol CN(C1=CC=C(OC=2N=C(C3=C(N2)C=NC=C3)O)C=C1)C=1C=C(C=CC1)C